[Si](C)(C)(C(C)(C)C)OC1CC(NC1)C(=O)N[C@@H](C)C1=CC=C(C=C1)C1=C(N=CS1)C 4-((tert-butyldimethylsilyl)oxy)-N-((S)-1-(4-(4-methylthiazol-5-yl)phenyl)ethyl)pyrrolidine-2-carboxamide